CC1=CC2=C(N=C(N=C2)SC)N(C1=O)C 6,8-dimethyl-2-(methylthio)pyrido[2,3-d]pyrimidin-7(8H)-one